(1-(6-(6-(difluoromethyl)imidazo[1,2-b]pyridazin-3-yl)pyrimidin-4-yl)methyl)-2-(dimethylamino)-N-(methylsulfonyl)acetamide FC(C=1C=CC=2N(N1)C(=CN2)C2=CC(=NC=N2)CC(C(=O)NS(=O)(=O)C)N(C)C)F